N-benzoyloxy-1-(4-phenylmethylthiophenyl)-3-cyclopentylpropane-1-one-2-imine C(C1=CC=CC=C1)(=O)ON=C(C(=O)C1=CC=C(C=C1)SCC1=CC=CC=C1)CC1CCCC1